ClC1=CN=C2N1C=C(N=C2CC2=C(C=C(C(=O)N(C)OC)C=C2)F)C2=NC=C(C(=N2)O)F 4-{[3-chloro-6-(5-fluoro-4-hydroxypyrimidin-2-yl)imidazo[1,2-a]pyrazin-8-yl]methyl}-3-fluoro-N-methoxy-N-methylbenzamide